C(C1=CC=CC=C1)OC[C@@]1(CN(CC1)C(=O)OC(C)(C)C)COCC tert-butyl (S)-3-((benzyloxy)methyl)-3-(ethoxymethyl)pyrrolidine-1-carboxylate